ClC=1C=NC(=NC1)NC1CCN(CC1)S(=O)(=O)C=1C=C(C=CC1)N1C(CC(CC1)CN1CCC(CC1)C1=CC=C2C(=NN(C2=C1)C)N1C(NC(CC1)=O)=O)=O 1-(6-(1-((1-(3-((4-((5-chloropyrimidin-2-yl)amino)piperidin-1-yl)sulfonyl)phenyl)-2-oxopiperidin-4-yl)methyl)piperidin-4-yl)-1-methyl-1H-indazol-3-yl)dihydropyrimidine-2,4(1H,3H)-dione